methyl (S)-3-(bicyclo[1.1.1]pentan-1-yl)-2-(5-(trifluoromethyl)isoxazole-3-carboxamido)propanoate C12(CC(C1)C2)C[C@@H](C(=O)OC)NC(=O)C2=NOC(=C2)C(F)(F)F